FC=1C(=C(C=CC1[N+](=O)[O-])C(C)=O)OC 1-(3-fluoro-2-methoxy-4-nitrophenyl)ethan-1-one